5-chloro-resorcinol ClC=1C=C(C=C(O)C1)O